tert-butyl (2S,6S)-4-(2-methoxy-4-((7-methoxy-2-methyl-2H-indazol-5-yl)carbamoyl)benzo[d]thiazol-7-yl)-2,6-dimethylpiperazine-1-carboxylate COC=1SC2=C(N1)C(=CC=C2N2C[C@@H](N([C@H](C2)C)C(=O)OC(C)(C)C)C)C(NC2=CC1=CN(N=C1C(=C2)OC)C)=O